α-glycidoxypropylmethyl-dimethoxysilane C(C1CO1)OC(CC)[Si](OC)(OC)C